C(C)(=S)C=CC1=CC=CC=C1 thioacetyl-styrene